methyl 6-(4-(3-(4-chloro-3-fluorophenyl)-1-isobutyl-2-(trifluoromethyl)-1H-pyrrolo[2,3-b]pyridine-6-carbonyl)-3,3-dimethylpiperazin-1-yl)-2,4-dimethylnicotinate ClC1=C(C=C(C=C1)C1=C(N(C2=NC(=CC=C21)C(=O)N2C(CN(CC2)C2=NC(=C(C(=O)OC)C(=C2)C)C)(C)C)CC(C)C)C(F)(F)F)F